N-(3,4-dichlorophenyl)-5-methoxybenzo[d]oxazol-2-amine ClC=1C=C(C=CC1Cl)NC=1OC2=C(N1)C=C(C=C2)OC